2-(4-((3,5-dimethylphenoxy)methyl)phenyl)-1H-benzimidazole-4-carboxamide CC=1C=C(OCC2=CC=C(C=C2)C2=NC3=C(N2)C=CC=C3C(=O)N)C=C(C1)C